BrC1=C(C=CC(=C1)N(C)C)NC(C(F)(F)F)=O (2-bromo-4-(dimethylamino)phenyl)-2,2,2-trifluoroacetamide